ClC=1C=2N(C=CN1)C(=NC2)C2CN1C(C3(C(C1CC2)OC)CC3)=O trans-6'-(8-chloroimidazo[1,5-a]pyrazin-3-yl)-1'-methoxytetrahydro-1'H-spiro[cyclopropane-1,2'-indolizin]-3'(5'H)-one